((3R,4R)-4-fluoro-1-(5-fluoro-1-((5-fluoropyridin-2-yl)methyl)-1H-benzimidazol-2-yl)piperidin-3-yl)carbamic acid tert-butyl ester C(C)(C)(C)OC(N[C@@H]1CN(CC[C@H]1F)C1=NC2=C(N1CC1=NC=C(C=C1)F)C=CC(=C2)F)=O